3-(3-isopropylphenyl)butanol C(C)(C)C=1C=C(C=CC1)C(CCO)C